OC(CN(CCCNC(CCCCCCCCCCCCCCC(C)C)=O)CCCOCCCCCCCCCCC(C)C)CO N-[3-[(2,3-dihydroxypropyl)(3-isotridecyloxypropyl)amino]propyl]isostearamide